nickel-bismuth-iron [Fe].[Bi].[Ni]